1-N-(4-(4-(((tetrahydro-2H-pyran-2-yl)oxy)methyl)-1H-1,2,3-triazol-1-yl)-2-(trifluoromethyl)benzyl)methacrylamide O1C(CCCC1)OCC=1N=NN(C1)C1=CC(=C(CNC(C(=C)C)=O)C=C1)C(F)(F)F